C(C1=CC=CC=C1)OC1=CC=C(C2=CC=CC=C12)OCC1=CC=CC=C1 1,4-dibenzyloxynaphthalene